O=C1C[C@@H]2CCC(N2C1)=O (S)-2,5-Dioxotetrahydro-1H-pyrrolizine